4-(1,1-difluorobutyl)-N-hydroxybenzamidine FC(CCC)(F)C1=CC=C(C(=N)NO)C=C1